P(=O)(=O)C1=C(C=O)C=CC=C1 phosphobenzaldehyde